(E)-1,2,3,4,5-Pentafluoro-6-((1,1,1,2,2,3,5,6,7,7,7-undecafluoro-4,6-bis(trifluoromethyl)hept-4-en-3-yl)oxy)benzene FC1=C(C(=C(C(=C1OC(C(C(F)(F)F)(F)F)(/C(=C(/C(C(F)(F)F)(C(F)(F)F)F)\F)/C(F)(F)F)F)F)F)F)F